3-(5-phenyl-1,3,4-thiadiazol-2-yl)piperidine-1-carboxylic acid benzyl ester C(C1=CC=CC=C1)OC(=O)N1CC(CCC1)C=1SC(=NN1)C1=CC=CC=C1